N-(4-(((R)-1-Hydroxy-4-methylpentan-2-yl)amino)-6-(2-(4-methoxyphenyl)propyl)-1,3,5-triazin-2-yl)methanesulfonamide OC[C@@H](CC(C)C)NC1=NC(=NC(=N1)CC(C)C1=CC=C(C=C1)OC)NS(=O)(=O)C